BrC1=CC=C(C=2N1N=CC2C(=O)N2CC(CCC2)COC2=C(C=CC=C2)C)F (7-bromo-4-fluoropyrazolo[1,5-a]pyridin-3-yl)(3-((o-tolyloxy)methyl)piperidin-1-yl)methanone